3-(difluoromethyl)-1-(tetrahydro-2H-pyran-2-yl)-1H-pyrazole FC(C1=NN(C=C1)C1OCCCC1)F